C1(CCCC1)N(CC(=O)N)CCC=O 2-[CYCLOPENTYL(3-OXOPROPYL)AMINO]ACETAMIDE